2-(((1r,4S)-4-(6-((4-chloro-2-fluorobenzofuran-7-yl)methoxy)pyridin-2-yl)cyclohexyl)methyl)-1-(((S)-oxetan-2-yl)methyl)-1H-benzo[d]imidazole-6-carboxylic acid ClC1=CC=C(C2=C1C=C(O2)F)COC2=CC=CC(=N2)C2CCC(CC2)CC2=NC1=C(N2C[C@H]2OCC2)C=C(C=C1)C(=O)O